C(C)(C)(C)OC(=O)N1CCN(CC1)CCCO.C(C1=CC=CC=C1)OC1=NC(=CC=C1C1=NN(C2=CC(=CC=C12)OCCCN1CCN(CC1)C(=O)OC(C)(C)C)C)OCC1=CC=CC=C1 tert-Butyl 4-(3-((3-(2,6-bis(benzyloxy)pyridin-3-yl)-1-methyl-1H-indazol-6-yl)oxy)propyl)piperazine-1-carboxylate tert-Butyl-4-(3-hydroxypropyl)piperazine-1-carboxylate